ClC1=NC(=CC(=C1)N)Cl 2,6-dichloropyridin-4-amine